N1=NC=CC=2SC3=C(C21)C=CC=C3 azaazaDibenzothiophene